OC1=C(C=C(C=C1)C1(CCOCC1)N1C(NC(C1)C(F)(F)F)=O)[N+](=O)[O-] 1-(4-(4-Hydroxy-3-nitrophenyl)tetrahydro-2H-pyran-4-yl)-4-(trifluoromethyl)-imidazolidin-2-one